tert-butyl (2S)-piperazine-2-carboxylate N1[C@@H](CNCC1)C(=O)OC(C)(C)C